2-(4-hydroxy-3-methoxy-phenyl)acetic acid 1-methylhexyl ester CC(CCCCC)OC(CC1=CC(=C(C=C1)O)OC)=O